S1C(=CC=C1)C1=CC=CC(=N1)C=O 6-(2-thienyl)-2-pyridinecarboxaldehyde